C(C)S(=O)C=1C=C(C=NC1C1=NC=2C(=NC=C(C2)C(F)(F)F)N1C)OC(C#N)(C)C 2-[[5-ethylsulfinyl-6-[3-methyl-6-(trifluoromethyl)imidazo[4,5-b]pyridin-2-yl]-3-pyridyl]oxy]-2-methyl-propanenitrile